C(C)(=O)OC1=C(C=CC=C1OC)C=1C(=CC2=C(N(C(N=C2N2[C@H](CN(CC2)C(=O)OC(C)(C)C)C)=O)C=2C(=NC=CC2C)C(C)C)N1)Cl tert-butyl (S)-4-(7-(2-acetoxy-3-methoxyphenyl)-6-chloro-1-(2-isopropyl-4-methylpyridin-3-yl)-2-oxo-1,2-dihydropyrido[2,3-d]pyrimidin-4-yl)-3-methylpiperazine-1-carboxylate